ClC(OC1=CC=C(C=C1)NC(=O)C=1C=C(C2=C(N=C3COC[C@H](N32)C)C1)C(=O)O)(F)F (R)-8-((4-(chlorodifluoromethoxy)phenyl)carbamoyl)-4-methyl-3,4-dihydro-1H-benzo[4,5]imidazo[2,1-c][1,4]oxazine-6-carboxylic acid